O[C@@H](C(=O)O)[C@H](C(=O)O)O.N[C@H]1CC2C([C@H](OC(O2)(C)C)OCCO)C1 2-[[(3AR,4S,6R,6AS)-6-aminotetrahydro-2,2-diMethyl-4H-cyclopenta-1,3-dioxin-4-yl]oxy]-ethanol (2R,3R)-2,3-dihydroxysuccinate